FC1=C(C(=CC2=C1C(CO2)C)F)S(=O)(=O)N2CCC(CC2)C=2C(=CC=1N(C2)N=CN1)C 6-(1-((4,6-difluoro-3-methyl-2,3-dihydrobenzofuran-5-yl)sulfonyl)piperidin-4-yl)-7-methyl-[1,2,4]triazolo[1,5-a]pyridine